4-(1-((6-(3-methyl-2-oxo-2,3-dihydrobenzo[d]oxazol-5-yl)-1,2,4-triazin-3-yl)amino)ethyl)benzonitrile CN1C(OC2=C1C=C(C=C2)C2=CN=C(N=N2)NC(C)C2=CC=C(C#N)C=C2)=O